tert-Butyl-4-(5-fluoropyrimidin-2-yl)-1,4-diazepane-1-carboxylate C(C)(C)(C)OC(=O)N1CCN(CCC1)C1=NC=C(C=N1)F